3-ethylmorpholin C(C)C1NCCOC1